5-((2s,5r)-5-(5-fluoropyridin-3-yl)-2-(hydroxymethyl)-2-methylpyrrolidin-1-yl)-N-isopropylpyrazolo[1,5-a]pyrimidine-3-carboxamide FC=1C=C(C=NC1)[C@H]1CC[C@@](N1C1=NC=2N(C=C1)N=CC2C(=O)NC(C)C)(C)CO